2-((pyridin-2-yl)methyl)isothiourea HBr salt Br.N1=C(C=CC=C1)CSC(N)=N